C(C)(C)C1(N=C(NC1=O)C1=C(C(=O)O)C=C(C=N1)COC)C 2-[4-isopropyl-4-methyl-5-oxo-2-imidazolin-2-yl]-5-methoxymethyl-nicotinic acid